mandelic acid C(C(O)C1=CC=CC=C1)(=O)O